tert-Butyl (4-nitro-3-((2,2,2-trifluoroethyl)amino)phenyl)carbamate [N+](=O)([O-])C1=C(C=C(C=C1)NC(OC(C)(C)C)=O)NCC(F)(F)F